(2-oxa-5-azabicyclo[2.2.1]heptan-6-yl)methanol C12OCC(NC1CO)C2